NCCNC(=O)C=1C=2CN(CC2C=CC1)C(C[C@H]1C(NC(C1)C(=O)N1[C@@H](CC(C1)(F)F)C#N)=O)=O N-(2-aminoethyl)-2-(2-((3S)-5-((S)-2-cyano-4,4-difluoropyrrolidine-1-carbonyl)-2-oxopyrrolidin-3-yl)acetyl)isoindoline-4-carboxamide